N-((R)-1-(3-(difluoromethyl)-2-fluorophenyl)ethyl)-1-((1R,3R)-3-fluorocyclobutyl)-4-(((1R,5s,6s)-3-methyl-3-azabicyclo[3.1.0]hex-6-yl)amino)-6-oxo-1,6-dihydropyridine-3-carboxamide FC(C=1C(=C(C=CC1)[C@@H](C)NC(=O)C1=CN(C(C=C1NC1[C@@H]2CN(C[C@H]12)C)=O)C1CC(C1)F)F)F